(R)-5-fluoro-N-(5-(piperidin-2-yl)-1H-pyrazol-3-yl)-1H-indole-2-carboxamide FC=1C=C2C=C(NC2=CC1)C(=O)NC1=NNC(=C1)[C@@H]1NCCCC1